C(C)(C)(C)NC(NC1=CC2=C(N(C([C@H](O2)C)=O)C(C)C2=NC=CC(=N2)C(F)(F)F)C=C1)=O 3-tert-butyl-1-[(2R)-2-methyl-3-oxo-4-{1-[4-(trifluoromethyl)pyrimidin-2-yl]ethyl}-2H-1,4-benzoxazin-7-yl]urea